C(#N)C1=CNC2=C(C=CC(=C12)C)NS(=O)(=O)C=1C=NNC1 N-(3-cyano-4-methyl-1H-indol-7-yl)-1H-pyrazole-4-sulfonamide